4,7,10,13-Tetraoxahexadec-15-ynoic acid C(CCOCCOCCOCCOCC#C)(=O)O